N-(8-fluoro-2-methylimidazo[1,2-a]pyridin-6-yl)-8-((3S,4R)-3-hydroxypiperidin-4-yl)quinoxaline-5-carboxamide 2,2,2-trifluoroacetate FC(C(=O)O)(F)F.FC=1C=2N(C=C(C1)NC(=O)C=1C=3N=CC=NC3C(=CC1)[C@@H]1[C@@H](CNCC1)O)C=C(N2)C